2,6-dichloro-3,5-dimethoxyaniline ClC1=C(N)C(=C(C=C1OC)OC)Cl